butyl (2-((4-chloro-6-((4,4-difluorocyclohexyl)amino)-2-(4-methylthiazol-2-yl)pyrimidin-5-yl)oxy)ethyl)carbamate ClC1=NC(=NC(=C1OCCNC(OCCCC)=O)NC1CCC(CC1)(F)F)C=1SC=C(N1)C